FC1=CC=CC2=C1N(C(=N2)C=2C(=NON2)N)CC2=NC=CN=C2 4-[7-fluoro-1-(pyrazin-2-ylmethyl)benzimidazol-2-yl]-1,2,5-oxadiazol-3-amine